6-chloro-1-(4-fluoro-2-methylphenyl)-3-(2-methyl-6-oxo-1,6-dihydropyridin-3-yl)-2,3-dihydroquinazolin-4(1H)-one ClC=1C=C2C(N(CN(C2=CC1)C1=C(C=C(C=C1)F)C)C1=C(NC(C=C1)=O)C)=O